NC1=C(C(=NN1C=1C=NC=CC1)C1=CC=C(C=C1)CNC(C1=C(C=CC=C1)OC)=O)C#N N-[[4-[5-amino-4-cyano-1-(3-pyridinyl)pyrazol-3-yl]phenyl]methyl]-2-methoxy-benzamide